4-(2-{[(2r,7as)-2-fluoro-hexahydro-1H-pyrrolizin-7a-yl]methoxy}-8-fluoro-4-[(3S)-3-(methoxymethyl)morpholin-4-yl]pyrido[4,3-d]pyrimidin-7-yl)-5-ethynyl-6-fluoronaphthalene-2-ol F[C@@H]1C[C@@]2(CCCN2C1)COC=1N=C(C2=C(N1)C(=C(N=C2)C2=CC(=CC1=CC=C(C(=C21)C#C)F)O)F)N2[C@H](COCC2)COC